C(N)(=O)C1=CC=CC2=CN(N=C12)CC=1C=CC(=C(C(=O)O)C1)F 5-((7-carbamoyl-2H-indazol-2-yl)methyl)-2-fluorobenzoic acid